FC1(CCN(CC1)C=1C(=C(N)C=CC1)[N+](=O)[O-])F 3-(4,4-difluoropiperidin-1-yl)-2-nitroaniline